C(C)C1=NN(C2=C1C(NCC1(CCOCC1)C2)=O)C[C@H](COC(C2=CC=CC=C2)=O)C Benzoic acid [(2R)-3-(3-ethyl-4-oxo-spiro[6,8-dihydro-5H-pyrazolo[4,3-c]azepin-7,4'-tetrahydropyran]-1-yl)-2-methyl-propyl] ester